P(OC1=CC(=CC(=C1)C(C)(C)C)C(C)(C)C)(OC1=CC(=CC(=C1)C(C)(C)C)C(C)(C)C)O bis(3,5-di-tert-butylphenyl) hydrogen phosphite